N1CCCC(C1)C(=O)N 5-piperidine-carboxamide